CC1(OC2=C(C1)C(=CC(=C2C)C)C)C 2,2,4,6,7-pentamethyl-2,3-dihydrobenzofuran